N-((1S)-2-((2-fluoro-4-(1-oxo-propan-2-yl)phenyl)amino)-1-(4-methylcyclohexyl)-2-oxoethyl)-1-(prop-2-yn-1-yl)-1H-pyrazole-5-carboxamide FC1=C(C=CC(=C1)C(C=O)C)NC([C@H](C1CCC(CC1)C)NC(=O)C1=CC=NN1CC#C)=O